C(C1=CC=CC=C1)OC1=C(N=C2N(C1=O)CCCC2)C(=O)O 3-(benzyloxy)-4-oxo-6H,7H,8H,9H-pyrido[1,2-a]pyrimidine-2-carboxylic acid